P(=O)(OCCCOC(C=C)=O)(O)O acryloyloxypropyl dihydrogen phosphate